6-[1-(5-fluoro-2-pyridyl)propylmethyl-amino]-4-oxo-1-[1-[6-(trifluoromethyl)-3-pyridyl]ethyl]-5H-pyrazolo[3,4-d]pyrimidine-3-carbonitrile FC=1C=CC(=NC1)C(CC)N(C=1NC(C2=C(N1)N(N=C2C#N)C(C)C=2C=NC(=CC2)C(F)(F)F)=O)C